1-benzyl-3-(1-(4-fluorophenyl)-6-methyl-1H-indazol-5-yl)pyrrolidine-2,5-dione C(C1=CC=CC=C1)N1C(C(CC1=O)C=1C=C2C=NN(C2=CC1C)C1=CC=C(C=C1)F)=O